5-(2-methylbutanoyl)-3-(1,4,5,6,7,8,9-heptahydroquinolizin-2-yl)-2-methyl-benzofuran fumarate C(\C=C\C(=O)O)(=O)O.CC(C(=O)C=1C=CC2=C(C(=C(O2)C)C=2CC3CCCCN3CC2)C1)CC